2-fluoro-3-formyl-pyridine FC1=NC=CC=C1C=O